NC=1N=C(C2=C(N1)C(=NN2CC2=CC=C(C=1C=CC=NC21)C(=O)O)C)N[C@H](CCO)CCC (S)-8-((5-amino-7-((1-hydroxyhexan-3-yl)amino)-3-methyl-1H-pyrazolo[4,3-d]pyrimidin-1-yl)methyl)-quinoline-5-carboxylic acid